4-methoxy-N-methylbenzenesulfonamide COC1=CC=C(C=C1)S(=O)(=O)NC